[N+](=O)([O-])C=1C(=NC=C(C1)C(F)(F)F)/C=C/C(=O)OCC (E)-Ethyl 3-(3-nitro-5-(trifluoromethyl)pyridin-2-yl)acrylate